ClC=1C=CC=2N(N1)C(=CN2)N2SCC=C2 (l)-2-(6-Chloroimidazo[1,2-b]pyridazin-3-yl)thiazoleN